FC(C1=C(C=CC(=C1)C(F)(F)F)C(C)N1N=C(C(=C1)NC(=O)C=1SC(=NN1)C1=NC=CC=C1)C)(F)F (1-(1-(2,4-bis(trifluoromethyl)phenyl)ethyl)-3-methyl-1H-pyrazol-4-yl)-5-(pyridin-2-yl)-1,3,4-thiadiazole-2-carboxamide